5-Bromo-2-(3-(dimethylamino)butoxy)pyridin-3-amine BrC=1C=C(C(=NC1)OCCC(C)N(C)C)N